N-(1-methylazetidin-3-yl)-7-phenyl-5-(piperidin-1-yl)pyrazolo[1,5-a]pyrimidine-2-carboxamide CN1CC(C1)NC(=O)C1=NN2C(N=C(C=C2C2=CC=CC=C2)N2CCCCC2)=C1